N1=CNC2=NC(=CC=C21)N2[C@H](CCC2)C=2C(=NC=C(C2)F)OC[C@@H](C)NC(OC(C)(C)C)=O tert-butyl ((R)-1-((3-((R)-1-(3H-imidazo[4,5-b]pyridin-5-yl)pyrrolidin-2-yl)-5-fluoropyridin-2-yl)oxy)propan-2-yl)carbamate